2-(((4'-fluoro-[1,1'-biphenyl]-2-yl)methyl)(methyl)amino)-5-oxo-5H-thieno[3,2-b]pyran-6-carboxylic acid FC1=CC=C(C=C1)C1=C(C=CC=C1)CN(C1=CC=2OC(C(=CC2S1)C(=O)O)=O)C